ClC=1C(=C2C=NNC2=C(C1F)N1C=CC=C1)C=1C=CC=2N(C1)C=C(N2)NC(=O)[C@H]2[C@H](C2)F (1S,2S)-N-(6-(5-chloro-6-fluoro-7-(1H-pyrrol-1-yl)-1H-indazol-4-yl)imidazo[1,2-a]pyridin-2-yl)-2-fluorocyclopropane-1-carboxamide